6-(1-(2-azidoethyl)-1H-pyrazol-3-yl)-4-chloro-5-methyl-2-(1-methyl-1H-imidazol-2-yl)pyrrolo[2,1-f][1,2,4]triazine N(=[N+]=[N-])CCN1N=C(C=C1)C=1C(=C2C(=NC(=NN2C1)C=1N(C=CN1)C)Cl)C